(2r,5s)-4-(2-(cyanomethyl)-5-methyl-6-oxo-5,6-dihydroimidazo[1,2-b]pyridazin-8-yl)-2,5-diethylpiperazine-1-carboxylic acid tert-butyl ester C(C)(C)(C)OC(=O)N1[C@@H](CN([C@H](C1)CC)C=1C=2N(N(C(C1)=O)C)C=C(N2)CC#N)CC